2-[(2R,4S)-4-[(2-{5-[2-(2,6-difluorophenyl)propan-2-yl]-1,2-oxazol-3-yl}-6-[(1S)-1-[(2S,4S)-4-fluoro-1-methylpyrrolidin-2-yl]ethoxy]pyrimidin-4-yl)oxy]piperidin-2-yl]acetonitrile FC1=C(C(=CC=C1)F)C(C)(C)C1=CC(=NO1)C1=NC(=CC(=N1)O[C@@H]1C[C@H](NCC1)CC#N)O[C@@H](C)[C@H]1N(C[C@H](C1)F)C